rac-(3R,4R)-1-cyclohexyl-4-{[1-(2,4-difluoro-phenyl)-1H-[1,2,3]triazole-4-carbonyl]-amino}-piperidine-3-carboxylic acid C1(CCCCC1)N1C[C@H]([C@@H](CC1)NC(=O)C=1N=NN(C1)C1=C(C=C(C=C1)F)F)C(=O)O |r|